CC1(OC(C(C(O1)=O)C(=O)C1C(C1(C)C)(C)C)=O)C 2,2-Dimethyl-5-(2,2,3,3-tetramethylcyclopropanecarbonyl)-1,3-dioxane-4,6-dione